CC1(C[C@@H](CO1)OC1=NN(C=C1NC=1N=CC2=C(N1)N(C(=C2)C#N)[C@H]2COC[C@@H]2C)C([2H])([2H])[2H])C 2-((3-(((S)-5,5-dimethyltetrahydrofuran-3-yl)oxy)-1-(methyl-d3)-1H-pyrazol-4-yl)amino)-7-((3R,4R)-4-methyltetrahydrofuran-3-yl)-7H-pyrrolo[2,3-d]pyrimidine-6-carbonitrile